trans-1-methyl-3,4-bis(((9Z,12Z)-octadeca-9,12-dienoyloxy)methyl)pyrrolidine CN1C[C@H]([C@@H](C1)COC(CCCCCCC\C=C/C\C=C/CCCCC)=O)COC(CCCCCCC\C=C/C\C=C/CCCCC)=O